C(C)[C@](N(C(N(CC1=CC=C(C=C1)Cl)CC1=CC=C(C=C1)Cl)=O)CC)(C(C)C)C(=O)N[C@H](CCC(=O)O)C(=O)O.O1C[C@@H](OC2=NC=CC=C21)C2=CC=C(C=C2)CN2CCN(CC2)C(CCNC(C)=O)=O N-[3-[4-[[4-[(3S)-2,3-dihydro-[1,4]dioxino[2,3-b]pyridin-3-yl]phenyl]methyl]piperazin-1-yl]-3-oxo-propyl]acetamide diethyl-(bis(4-chlorobenzyl)carbamoyl)-L-valyl-D-glutamate